6-((2s,3r,4r,5r)-2,3,4,5,6-pentahydroxyhexyl)-N6-(3-phenylpropyl)-L-lysine O[C@@H](CC(CCC[C@H](N)C(=O)O)NCCCC1=CC=CC=C1)[C@H]([C@@H]([C@@H](CO)O)O)O